COC(=O)C1(CC(C1)C)C1=CC(=C2C(=CN(C2=C1)S(=O)(=O)C1=CC=C(C)C=C1)F)Br 1-(4-bromo-3-fluoro-1-tosyl-1H-indol-6-yl)-3-methylcyclobutane-1-carboxylic acid methyl ester